(4-(2-aminooxazolo[4,5-c]pyridin-7-yl)-5,6-dihydro-2H-pyran-2-yl)((S)-8-chloro-1-methyl-6-(trifluoromethyl)-3,4-dihydroisoquinolin-2(1H)-yl)methanone NC=1OC2=C(C=NC=C2C2=CC(OCC2)C(=O)N2[C@H](C3=C(C=C(C=C3CC2)C(F)(F)F)Cl)C)N1